2-(cyclohexyloxy)-4-iodopyridine C1(CCCCC1)OC1=NC=CC(=C1)I